4-[8-(6-Chloropyridazin-4-yl)-3,8-diazabicyclo[3.2.1]oct-3-yl]-6-[2-(methoxymethoxy)phenyl]pyridazin-3-amine ClC1=CC(=CN=N1)N1C2CN(CC1CC2)C2=C(N=NC(=C2)C2=C(C=CC=C2)OCOC)N